C1C2=C(C(NCS1)=O)C=CC=C2 3,4-dihydrobenzo[e][1,3]thiazepine-5(1H)-one